FC=1C(=NN(C1)COCC[Si](C)(C)C)C1=CCN(CC1)C(=O)OC(C)(C)C tert-butyl 4-(4-fluoro-1-((2-(trimethylsilyl) ethoxy) methyl)-1H-pyrazol-3-yl)-5,6-dihydropyridine-1(2H)-carboxylate